NC1=C2C(=NC=N1)N(N=C2C2=CC=C(C=C2)OC2=CC=CC=C2)C2CC1(C2)CCN(CC1)C(=O)OC(C)(C)C tert-butyl 2-(4-amino-3-(4-phenoxyphenyl)-1H-pyrazolo[3,4-d]pyrimidin-1-yl)-7-azaspiro[3.5]nonane-7-carboxylate